BrC=1C(=NC(=CC1)OCCCC(C)O)N1C(N(C2=NC=CC(=C21)OCC(=C)C)COCC[Si](C)(C)C)=O 1-(3-bromo-6-((4-hydroxypentyl)oxy)pyridin-2-yl)-7-((2-methylallyl)oxy)-3-((2-(trimethylsilyl)ethoxy)methyl)-1,3-dihydro-2H-imidazo[4,5-b]pyridin-2-one